CN1[C@H](CCCC1)C(=O)OCC([C@H](C[C@H]1C(NCC1)=O)NC([C@@H](NC(=O)C=1NC2=CC=CC(=C2C1)OC)CC(C)C)=O)=O (3S)-3-({N-[(4-methoxy-1H-indol-2-yl) carbonyl]-L-leucyl}amino)-2-oxo-4-[(3S)-2-oxopyrrolidin-3-yl]butyl (2R)-1-methylpiperidine-2-carboxylate